2-(6-{2-[(4-chloro-2-fluorobenzyl)oxy]-5-fluoropyrimidin-4-yl}-6-azaspiro[2.5]oct-1-yl)-1-[(2S)-oxetan-2-ylmethyl]-1H-benzimidazole-6-carboxylic acid ClC1=CC(=C(COC2=NC=C(C(=N2)N2CCC3(CC3C3=NC4=C(N3C[C@H]3OCC3)C=C(C=C4)C(=O)O)CC2)F)C=C1)F